isopropyl 2-((5-amino-4-(3-(dimethylamino) piperidin-1-yl)-2-methoxyphenyl) amino)-4-(3,3,5-trimethyl-2,3-dihydro-1H-pyrrolo[3,2-b]pyridin-1-yl)pyrimidine-5-carboxylate NC=1C(=CC(=C(C1)NC1=NC=C(C(=N1)N1CC(C2=NC(=CC=C21)C)(C)C)C(=O)OC(C)C)OC)N2CC(CCC2)N(C)C